3-fluoro-5-((4-methoxybenzyl)oxy)-2-methylisonicotinic acid isobutyl ester C(C(C)C)OC(C1=C(C(=NC=C1OCC1=CC=C(C=C1)OC)C)F)=O